N-(5-bromo-4-(2-(dimethylamino)ethoxy)pyridin-2-yl)-2'-cyano-4'-(5-methyl-1,2,4-oxadiazol-3-yl)-[1,1'-biphenyl]-4-carboxamide BrC=1C(=CC(=NC1)NC(=O)C1=CC=C(C=C1)C1=C(C=C(C=C1)C1=NOC(=N1)C)C#N)OCCN(C)C